mono(2-hydroxyethyl) methacrylate C(C(=C)C)(=O)OCCO